C(C)(=O)N1CC2(C1)CC(C2)NC2=CC=C1C3(CN(C(C1=C2)=O)C[C@@H](CN2CC1=CC=CC=C1CC2)O)CC3 (R)-7'-((2-acetyl-2-azaspiro[3.3]hept-6-yl)amino)-2'-(3-(3,4-dihydroisoquinolin-2(1H)-yl)-2-hydroxypropyl)-2',3'-dihydro-1'H-spiro[cyclopropane-1,4'-isoquinoline]-1'-one